2,6-bis[(4S)-4-phenyl-2-oxazolinyl]pyridine methyl-2-(chloromethyl)-1-((1-(fluoromethyl)cyclopropyl)methyl)-1H-benzo[d]imidazole-6-carboxylate COC(=O)C=1C=CC2=C(N(C(=N2)CCl)CC2(CC2)CF)C1.C1(=CC=CC=C1)[C@@H]1N=C(OC1)C1=NC(=CC=C1)C=1OC[C@@H](N1)C1=CC=CC=C1